CN(C)CC1=NC2=C(C=CC=C2C=C1)NS(=O)(=O)C1=CC=C(C=C1)[N+](=O)[O-] N-(2-((Dimethylamino)methyl)quinolin-8-yl)-4-nitrobenzenesulfonamide